CC1=C(C(=O)N[C@H](C)C2=CC(=CC=C2)C=2SC=CN2)C=C(C=C1)N1CCN(CC1)C 2-Methyl-5-(4-methylpiperazin-1-yl)-N-[(1R)-1-(3-thiazol-2-ylphenyl)ethyl]benzamide